trans-12-tetradecenediene acetate C(C)(=O)O.C=C\C=C\CCCCCCCC=CC